BrC1=CC=C(C=C1)C(C)(C)C=1N=C(SC1)NC(=O)NCC1=CC=C(C=C1)OCCN1CCNCC1 1-(4-(2-(4-bromophenyl)propan-2-yl)thiazol-2-yl)-3-(4-(2-(piperazin-1-yl)ethoxy)benzyl)urea